Trans-3-methoxy-6-azabicyclo[3.1.1]heptane COC1CC2NC(C1)C2